cetylpentyldimethylammonium bromide [Br-].C(CCCCCCCCCCCCCCC)CCCCC[NH+](C)C